C(C)(C)(C)C=1C=NN(C1C1=NN2C(N(C(CC2)=O)CC2=CC=C(C=C2)C=2N(C=C(N2)C(F)(F)F)CC)=C1)C 2-(4-(tert-butyl)-1-methyl-1H-pyrazol-5-yl)-4-(4-(1-ethyl-4-(trifluoromethyl)-1H-imidazol-2-yl)benzyl)-6,7-dihydropyrazolo[1,5-a]pyrimidin-5(4H)-one